tetrahydro-2-(3,7-dimethyl-7,11-dodecadienyloxy)-2H-pyran CC(CCOC1OCCCC1)CCCC(=CCCC=C)C